[2-(1,1-dimethyl-1,3-dihydro-5-isobenzofuranyl)-6-ethyl-4-oxo-5-{4-[(3H-1,3,5-triazainden-4-yl)carbonyl]-1-piperazinyl}-1,3,3a,7-tetraaza-7-indenyl]acetamide CC1(OCC2=CC(=CC=C12)C=1N=C2N(C(=C(C(N2N1)=O)N1CCN(CC1)C(=O)C1=C2NC=NC2=CC=N1)CC)CC(=O)N)C